N-((S)-4-Methyl-5-oxo-5,6,7,8-tetrahydro-4H-pyrazolo[1,5-a][1,3]diazepin-6-yl)-1-(((1S,3S)-3-ethylcyclobutyl)methyl)-1H-1,2,4-triazol-3-carboxamid CN1C=2N(CC[C@@H](C1=O)NC(=O)C1=NN(C=N1)CC1CC(C1)CC)N=CC2